ClC1=NC=CC(=N1)NS(=O)(=O)C1=CC(=CC(=C1)F)F N-(2-chloro-4-pyrimidinyl)-3,5-difluorobenzenesulfonamide